tert-butyl-((1-(3-hydroxyphenyl)-3-(trifluoromethyl)-4,5,6,7-tetrahydro-1H-indazol-7-yl) oxy) benzoate C(C1=CC=CC=C1)(=O)OOC1CCC(C=2C(=NN(C12)C1=CC(=CC=C1)O)C(F)(F)F)C(C)(C)C